COC=1C=C2CCN(CC2=CC1NC1=NC2=CC(=CC=C2C=N1)C1CCC(CC1)NC(OC(C)(C)C)=O)C tert-butyl ((1r,4r)-4-(2-((6-methoxy-2-methyl-1,2,3,4-tetrahydroisoquinolin-7-yl)amino)quinazolin-7-yl)cyclohexyl)carbamate